4-(4-(2-hydroxy-3-((1,2,3,4-tetrahydroacridin-9-yl)amino)propyl)piperazine-1-carbonyl)benzonitrile OC(CN1CCN(CC1)C(=O)C1=CC=C(C#N)C=C1)CNC=1C2=CC=CC=C2N=C2CCCCC12